O1CCN(CC1)C1=NC(=C2N=CN(C2=N1)C1=CC=CC=C1)C1CN(CC1)C(=O)OC(C)(C)C tert-butyl 3-(2-morpholino-9-phenyl-9H-purin-6-yl)pyrrolidine-1-carboxylate